5-chloro-3-(2-cyclopropylethynyl)-1-[(4-methoxyphenyl)methyl]pyrazin-2-one ClC=1N=C(C(N(C1)CC1=CC=C(C=C1)OC)=O)C#CC1CC1